ClC1=CC(=C(N=N1)C(=O)NC([2H])([2H])[2H])NC1=NC=CC2=CC=C(C(=C12)OC)OC 6-chloro-4-((7,8-dimethoxyisoquinolin-1-yl)amino)-N-(methyl-d3)pyridazine-3-carboxamide